N-((3S,4R)-4-((6-(2,6-dichloro-3,5-dimethoxyphenyl)-8-(oxetan-3-ylamino)pyrido[3,4-d]pyrimidin-2-yl)amino)-1-methylpyrrolidin-3-yl)acrylamide ClC1=C(C(=C(C=C1OC)OC)Cl)C1=CC2=C(N=C(N=C2)N[C@H]2[C@H](CN(C2)C)NC(C=C)=O)C(=N1)NC1COC1